trifluorochloroethylene ether FC1(C(Cl)(F)O1)F